C(C)(C)(C)N1N=NC(=C1)C(=O)NCC1=C(C=C(C=C1)C1=C(C=NC=C1)C1CN(CCC1)C(=O)OC(C)(C)C)C tert-butyl 3-(4-(4-((1-(tert-butyl)-1H-1,2,3-triazole-4-carboxamido)methyl)-3-methylphenyl)pyridin-3-yl)piperidine-1-carboxylate